OC=1C=C(C=CC1)C1CC(N(C1)C1C(N(C(CC1)=O)C(=O)OC(C)(C)C)=O)=O Tert-Butyl 3-(4-(3-hydroxyphenyl)-2-oxopyrrolidin-1-yl)-2,6-dioxopiperidine-1-carboxylate